C1CCCC2C3CCCCC3CCC12 Perhydrophenanthrene